(+)-Di-p-toluyl-D-tartaric acid C1(=CC=C(C=C1)[C@@]([C@@](C(=O)O)(O)C1=CC=C(C=C1)C)(O)C(=O)O)C